N[C@H](C)C1=CC(=CC=2C(C=C(OC21)SCC)=O)C 8-[(1R)-1-aminoethyl]-2-ethylsulfanyl-6-methyl-benzopyran-4-one